ClC1=C(C(=CC=C1)C(F)(F)F)C(C)=O 1-(2-chloro-6-(trifluoromethyl)phenyl)ethan-1-one